3-chloro-N-(5-chloro-1-(1-(methylsulfonyl)piperidin-4-yl)-1H-pyrazol-4-yl)-1-ethyl-1H-pyrazolo[3,4-d]pyrimidin-6-amine ClC1=NN(C2=NC(=NC=C21)NC=2C=NN(C2Cl)C2CCN(CC2)S(=O)(=O)C)CC